Tetrakis(2,4-di-tert-butylphenyl) 4,4-biphenyldiphosphonite C1(=CCC(C=C1)(P(OC1=C(C=C(C=C1)C(C)(C)C)C(C)(C)C)OC1=C(C=C(C=C1)C(C)(C)C)C(C)(C)C)P(OC1=C(C=C(C=C1)C(C)(C)C)C(C)(C)C)OC1=C(C=C(C=C1)C(C)(C)C)C(C)(C)C)C1=CC=CC=C1